1-Cyano-N-(4-(5-cyanopyridin-3-yl)thiazol-2-yl)-N-methylpyrrolidine-2-carboxamide C(#N)N1C(CCC1)C(=O)N(C)C=1SC=C(N1)C=1C=NC=C(C1)C#N